ClC1=NC=C2C(=N1)N(N=C2)C[C@@H]2NCCCC2 (R)-6-chloro-1-(piperidin-2-ylmethyl)-1H-pyrazolo[3,4-d]pyrimidine